3,3'-di-tert-butyl-5,5'-dimethyl-[1,1'-biphenyl]-2,4'-diol C(C)(C)(C)C1=C(C(=CC(=C1)C)C1=CC(=C(C(=C1)C)O)C(C)(C)C)O